6,6-bis(hex-2-yn-1-yloxy)hexanoic acid C(C#CCCC)OC(CCCCC(=O)O)OCC#CCCC